decadienal CCCCCC=CC=CC=O